N-tert-butyl-1-(3,5-dichlorophenyl)-8-{1-[(2S)-2,3-dihydroxypropyl]-1H-pyrazol-4-yl}-7-methoxy-N-methyl-1H,4H-chromeno[4,3-c]pyrazole-3-carboxamide C(C)(C)(C)N(C(=O)C=1C2=C(N(N1)C1=CC(=CC(=C1)Cl)Cl)C=1C=C(C(=CC1OC2)OC)C=2C=NN(C2)C[C@@H](CO)O)C